CNC=1C2=C(N=C(N1)C=C)N(CC2(C)C)C2=CC=C(C=C2)OC2=CC=CC=C2 N,5,5-trimethyl-7-(4-phenoxyphenyl)-2-vinyl-6,7-dihydro-5H-pyrrolo[2,3-d]pyrimidin-4-amine